ClC=1C(=C2C=NNC2=CC1C)C=1C(=NN(C1)C1CC2(CN(C2)C(C=C)=O)C1)N1C(C[C@@H](CC1)CN1CCOCC1)(C)C (R)-1-(6-(4-(5-chloro-6-methyl-1H-indazol-4-yl)-3-(2,2-dimethyl-4-(morpholinomethyl)piperidin-1-yl)-1H-pyrazol-1-yl)-2-azaspiro[3.3]heptan-2-yl)prop-2-en-1-one